9-[1-(2,2-difluoroethyl)-1H-pyrazolo[3,4-b]pyrazin-6-yl]-2-[5-(trifluoromethyl)pyridin-2-yl]-2,9-diazaspiro[5.5]undecane FC(CN1N=CC=2C1=NC(=CN2)N2CCC1(CCCN(C1)C1=NC=C(C=C1)C(F)(F)F)CC2)F